(2S,3R,4R)-1-acetyl-4-((4-chlorophenyl)amino)-2-cyclopropyl-3-methyl-1,2,3,4-tetrahydroquinoline-6-carboxamide C(C)(=O)N1[C@H]([C@@H]([C@H](C2=CC(=CC=C12)C(=O)N)NC1=CC=C(C=C1)Cl)C)C1CC1